N(=[N+]=[N-])CC(=O)[O-] Azidoacetat